6-ethyl-5-(2-(trifluoromethyl)quinolin-8-yl)pyridin-2-amine C(C)C1=C(C=CC(=N1)N)C=1C=CC=C2C=CC(=NC12)C(F)(F)F